GOLD CARBENENAPHTHOQUINONE hydrochloride monohydrate O.Cl.C=C1C(C2=CC=CC=C2C(C1)=O)=O.[Au]